(2S,5R)-6-(benzyloxy)-N-cyclopropyl-7-oxo-1,6-diazabicyclo[3.2.1]octane-2-carboximidamide C(C1=CC=CC=C1)ON1[C@@H]2CC[C@H](N(C1=O)C2)C(NC2CC2)=N